C(#N)C=1C=C(CC2=NC=CC(=C2)N2N=CC=3C(N(CCC32)C(=O)OC(C)(C)C)=O)C=C(C1)C(F)(F)F tert-butyl 1-(2-(3-cyano-5-(trifluoromethyl)benzyl)pyridin-4-yl)-4-oxo-1,4,6,7-tetrahydro-5H-pyrazolo[4,3-c]pyridine-5-carboxylate